ClC=1N=C(C2=C(N1)C=C(S2)C#CCCl)N2CCOCC2 4-(2-chloro-6-(3-chloroprop-1-yn-1-yl)thieno[3,2-d]pyrimidin-4-yl)morpholine